1-(4-chloro-3-((trifluoromethyl)sulfonyl)phenyl)-3-(4-cyano-3-(trifluoromethyl)phenyl)urea ClC1=C(C=C(C=C1)NC(=O)NC1=CC(=C(C=C1)C#N)C(F)(F)F)S(=O)(=O)C(F)(F)F